[Cl-].[Cl-].CC1(CC(C2CC=CC=C12)C)[Zr+2]C1(C=CC=C1)C (1,3-dimethyl-tetrahydroindenyl)(methylcyclopentadienyl)zirconium dichloride